3-phenyl-1H-indazol-5-amine C1(=CC=CC=C1)C1=NNC2=CC=C(C=C12)N